3,5-dicarboxylaniline C(=O)(O)C=1C=C(N)C=C(C1)C(=O)O